COC(=O)C1=NN(C=N1)C1=NC=CN=C1[C@@H](C)O[Si](C)(C)C(C)(C)C.FC=1C=C(C=CC1)C1=C(C=C(C=C1)CNC)NS(=O)(=O)C1=CC=CC=C1 |r| N-(3'-fluoro-4-((methylamino)methyl)-[1,1'-biphenyl]-2-yl)benzenesulfonamide (rac)-Methyl-1-{3-[1-{[tert-butyl(dimethyl)silyl]oxy}ethyl]pyrazin-2-yl}-1H-1,2,4-triazole-3-carboxylate